(3S,4S)-3-methyl-8-(7-(1-phenylcyclopropyl)-5H-pyrrolo[2,3-b]pyrazin-3-yl)-2-oxa-8-azaspiro[4.5]decan-4-amine C[C@@H]1OCC2([C@@H]1N)CCN(CC2)C2=CN=C1C(=N2)NC=C1C1(CC1)C1=CC=CC=C1